1,1,1,3,3,3-Hexafluoropropan-2-yl 1-(4-chloro-2-(2-fluoroethoxy) benzyl)-1,8-diazaspiro[4.5]decane-8-carboxylate ClC1=CC(=C(CN2CCCC23CCN(CC3)C(=O)OC(C(F)(F)F)C(F)(F)F)C=C1)OCCF